N1C(=NCC1)CN(C=1C=C(C=CC1)O)C1=CC=C(C=C1)C 3-[[(4,5-dihydro-1H-imidazol-2-yl)methyl](4-methylphenyl)amino]phenol